3-dodecoxy-2-hydroxypropyldi(2-hydroxyethyl)phosphine oxide C(CCCCCCCCCCC)OCC(CP(CCO)(CCO)=O)O